IC=1C=NN(C1N1C(C2(C3=CC=CC=C13)CCC2)=O)C 1'-(4-Iodo-1-methyl-1H-pyrazol-5-yl)spiro[cyclobutane-1,3'-indolin]-2'-one